lead-bromine salt [Br].[Pb]